(Z)-2-{11-[3-(dimethylamino)propylidene]-6,11-dihydrodibenzo[b,e]oxepin-2-yl}-2-hydroxyacetic acid CN(CC\C=C\1/C2=C(OCC3=C1C=CC=C3)C=CC(=C2)C(C(=O)O)O)C